C(CCCCCCCCCCCCCCCCC)(=O)C(C(=O)N)(CCCC(=O)O)C(CCCCCCCCCCCCCCCCC)=O distearoyl-adipic acid amide